CC1=CC=C(C=2N1N=C(N2)C2=C(C=CC=C2)C(C)C)C(=O)OCC=2C=1N(C=CC2)N=C(N1)C1=C(C=CC=C1)C(C)C (2-(2-isopropylphenyl)-[1,2,4]triazolo[1,5-a]pyridin-8-yl)methanol methyl-2-(2-isopropylphenyl)-[1,2,4]triazolo[1,5-a]pyridine-8-carboxylate